(2R,4S)-2-(2-((S)-5-(8-bromo-7-fluoro-1H-imidazo[4,5-c]quinolin-1-yl)pent-2-yloxy)-5-fluoropyridin-3-yl)-4-fluoropyrrolidine-1-carboxylic acid tert-butyl ester C(C)(C)(C)OC(=O)N1[C@H](C[C@@H](C1)F)C=1C(=NC=C(C1)F)O[C@@H](C)CCCN1C=NC=2C=NC=3C=C(C(=CC3C21)Br)F